acetic anhydride diacetate C(C)(=O)O.C(C)(=O)O.C(C)(=O)OC(C)=O